2-(2-pyrrolidinoethylamino)-4-(benzothien-3-yl)pyrazolo[1,5-a][1,3,5]Triazine N1(CCCC1)CCNC1=NC=2N(C(=N1)C1=CSC3=C1C=CC=C3)N=CC2